C(CCCCCCCCCCC)=O 1-dodecanone